5,6,7,8-tetrafluorophthalazine FC1=C2C=NN=CC2=C(C(=C1F)F)F